P(=O)(OCCCCCCCC\C=C\CCCCCCCC)(OCC[N+](C)(C)C)[O-] [(E)-octadec-9-enyl] 2-(trimethylazaniumyl)ethyl phosphate